tert-Butyl 4-(3-hydroxybutyl)-2,2-dimethyl-pyrrolidine-1-carboxylate OC(CCC1CC(N(C1)C(=O)OC(C)(C)C)(C)C)C